3-(2,6-dichlorophenyl)-1-(4-methylphenyl)propan-2-en-1-one ClC1=C(C(=CC=C1)Cl)C=CC(=O)C1=CC=C(C=C1)C